ClC=1C(=C(NC(C(=O)N2C3CC(C(C2C(=O)NC(CC2C(NCCC2)=O)C#N)CC3)(F)F)C)C=CC1)C 2-[2-(3-chloro-2-methyl-anilino)propanoyl]-N-[1-cyano-2-[2-oxo-3-piperidyl]ethyl]-5,5-difluoro-2-azabicyclo[2.2.2]octane-3-carboxamide